(E)-ethyl 3-(3-(2,6-dimethylphenyl)-2,7-dimethyl-4-oxo-3,4-dihydroquinazolin-6-yl)acrylate CC1=C(C(=CC=C1)C)N1C(=NC2=CC(=C(C=C2C1=O)/C=C/C(=O)OCC)C)C